ClC=1C(=C(C=CC1F)[C@H](NC(=O)N1[C@@H](C(NCC1)=O)C)C=1C=NC(=CC1)C1CC1)F (2R)-N-((R)-(3-chloro-2,4-difluorophenyl)(6-cyclopropylpyridin-3-yl)methyl)-2-methyl-3-oxopiperazine-1-carboxamide